Methyl 3-(3-acetoxypropyl)-6-chloro-7-(2-(hydroxymethyl)-5,6-dihydro-4H-pyrrolo[1,2-b]pyrazol-3-yl)-1-methyl-1H-indole-2-carboxylate C(C)(=O)OCCCC1=C(N(C2=C(C(=CC=C12)Cl)C1=C2N(N=C1CO)CCC2)C)C(=O)OC